C(C)OC(CN(C)C(C=C)=O)=O N-acryloyl-N-methyl-Glycine Ethyl Ester